NC1=C(C=CC=C1)C=1C2=CC=C(N2)C(=C2C=CC(C(=C3C=CC(=C(C=4C=CC1N4)C4=CC=C(C=C4)S(=O)(=O)O)N3)C3=CC=C(C=C3)S(=O)(=O)O)=N2)C2=CC=C(C=C2)S(=O)(=O)O 5-(2-aminophenyl)-10,15,20-tris(4-sulfophenyl)porphyrin